C1(CC1)C1=C(C(=NN1C=1N(N=C(C1)C)C)OCC(CN1N=C(C=2C1=NC(=NC2)Cl)Cl)F)N 5-Cyclopropyl-3-(3-(3,6-dichloro-1H-pyrazolo[3,4-d]pyrimidin-1-yl)-2-fluoro-propoxy)-2',5'-dimethyl-2'H-[1,3'-bipyrazol]-4-amine